FC(C(=O)O)(F)F.CN (methyl)amine trifluoroacetate salt